BrC=1C=C(C2=CNN=C2C1C(F)F)C(F)(F)F 6-bromo-7-(difluoromethyl)-4-(trifluoromethyl)-2H-indazole